O1N=C(C2=C1C=CC=C2)C2=C(C=CC=C2)[C@H](CC2=NC(=CC=C2)C(CO)O)NC(OC(C)(C)C)=O tert-butyl {(1S)-1-[2-(benz[d]isoxazol-3-yl)phenyl]-2-[6-(1,2-dihydroxyethyl)pyridin-2-yl]ethyl}carbamate